2,4,6-tris(chloromethyl)-1,3,5-triazine ClCC1=NC(=NC(=N1)CCl)CCl